NC1=C(C2=C(S1)C(=CC=C2C2=C(C=C1C(=NC(=NC1=C2F)OC[C@]21CCCN1C[C@@H](C2)F)N2CCC(CC2)C(=O)O)Cl)F)C#N 1-(7-(2-amino-3-cyano-7-fluorobenzo[b]thiophen-4-yl)-6-chloro-8-fluoro-2-(((2R,7aS)-2-fluorotetrahydro-1H-pyrrolizin-7a(5H)-yl)methoxy)quinazolin-4-yl)piperidine-4-carboxylic acid